C1(CC1)C#CC1=CC(=C(COC=2SC=C(N2)C=2CCN(CC2)CC2=NC3=C(N2C[C@H]2OCC2)C=C(C=C3)C(=O)O)C=C1)F (S)-2-((4-(2-((4-(cyclopropylethynyl)-2-fluorobenzyl)oxy)thiazol-4-yl)-3,6-dihydropyridin-1(2H)yl)methyl)-1-(oxetan-2-ylmethyl)-1H-benzo[d]imidazole-6-carboxylic acid